3-(5-(ethyl-((1R,2S)-2-(ethylamino)cyclohexyl)amino)-1-oxoisoindolin-2-yl)piperidine-2,6-dione C(C)N(C=1C=C2CN(C(C2=CC1)=O)C1C(NC(CC1)=O)=O)[C@H]1[C@H](CCCC1)NCC